Cl.ClC1=CC=C(OC2=CC=C(C(=O)NC3=CC=C(C=C3)[C@@H]3CNCCO3)C=C2)C=C1 |r| (RS)-4-(4-chlorophenoxy)-N-(4-(morpholin-2-yl)phenyl)benzamide hydrochloride